((S)-6,8-dichloro-1-methyl-3,4-dihydroisoquinolin-2(1H)-yl)((3RS,4RS)-4-methylpiperidin-3-yl)methanone ClC=1C=C2CCN([C@H](C2=C(C1)Cl)C)C(=O)[C@H]1CNCC[C@H]1C |&1:15,20|